2,6-dichlorophenyl-acetone ClC1=C(C(=CC=C1)Cl)CC(C)=O